ClC1=CC=C(C(=O)NC2=CC=C(C=C2)[C@@H]2CNCCC2)C=C1 4-Chloro-N-((R)-4-piperidin-3-yl-phenyl)-benzamid